C(C1=CC=CC=C1)C1=NC(=NN1)C(=O)N[C@@H]1CCC2=C(N(C1=O)C)C=C(C=C2)C#CC2(COC2)O |r| (±)-5-Benzyl-N-(8-((3-hydroxyoxetan-3-yl)ethynyl)-1-methyl-2-oxo-2,3,4,5-tetrahydro-1H-benzo[b]azepin-3-yl)-1H-1,2,4-triazole-3-carboxamid